S(=O)(=O)(O)OCCCCCCCCCCCCCCCCCCCCCC behenyl alcohol sulfate